[Cl-].O(C1=CC=CC=C1)CCCOP phenoxypropoxyphosphine chloride